O=S1(NC2(CN(C2)C(=O)N2CC3(C2)CC(C3)CC=3C(=CC(=NC3)C(F)(F)F)C#N)CC1)=O 5-[[2-(6,6-dioxo-6lambda6-thia-2,5-diazaspiro[3.4]octane-2-carbonyl)-2-azaspiro[3.3]heptan-6-yl]methyl]-2-(trifluoromethyl)pyridine-4-carbonitrile